3-[1-(2-chlorobenzoyl)-5-{[(4-fluorophenyl)methyl]sulfanyl}-4-methoxy-1H-pyrazol-3-yl]-N,N-dimethyl-2-(trifluoromethyl)pyrrolidine-1-sulfonamide ClC1=C(C(=O)N2N=C(C(=C2SCC2=CC=C(C=C2)F)OC)C2C(N(CC2)S(=O)(=O)N(C)C)C(F)(F)F)C=CC=C1